C(CC(C)S(=O)(=O)[O-])S(=O)(=O)OCC(=O)OC methoxycarbonylmethyl 1,3-butanedisulfonate